9,10-bis(t-butoxycarbonylpropyleneoxy)anthracene C(C)(C)(C)OC(=O)CC(C)OC=1C2=CC=CC=C2C(=C2C=CC=CC12)OC(CC(=O)OC(C)(C)C)C